F[C@H]1C[C@H](N(C1)C(CN1C[C@@H](CC1)NC=1C=C2C=CC(=NC2=CC1)C(F)(F)F)=O)C#N (2S,4S)-4-fluoro-1-[2-[(3R)-3-[[2-(trifluoromethyl)-6-quinolyl]amino]pyrrolidin-1-yl]acetyl]pyrrolidine-2-carbonitrile